dimethyl-2,3-dithia-5,7-diazabicyclo[2.2.2]octane-6,8-dione CC12SSC(C(N1)=O)(NC2=O)C